5-(2-(2,4-difluoro-3-methoxyphenylamino)-5-fluoropyrimidin-4-ylamino)-7-methylbenzo[d]oxazol-2(3H)-one trifluoroacetate salt FC(C(=O)O)(F)F.FC1=C(C=CC(=C1OC)F)NC1=NC=C(C(=N1)NC=1C=C(C2=C(NC(O2)=O)C1)C)F